(S)-2-(3-(azetidin-3-yl)-6,7-dihydro-5H-pyrrolo[2,1-c][1,2,4]triazol-6-yl)-3,4-dichlorophenol N1CC(C1)C=1N2C(=NN1)C[C@H](C2)C2=C(C=CC(=C2Cl)Cl)O